Methyl para-aminobenzoate NC1=CC=C(C(=O)OC)C=C1